(S)-N-(1-(3-((2-(3-Chloro-1-methyl-1H-pyrazol-4-yl)pyrimidin-4-yl)amino)-6-fluoro-5-(1-methoxyethyl)isoquinolin-8-yl)azetidin-3-yl)-N-methyl-methanesulfonamide ClC1=NN(C=C1C1=NC=CC(=N1)NC=1N=CC2=C(C=C(C(=C2C1)[C@H](C)OC)F)N1CC(C1)N(S(=O)(=O)C)C)C